2-bromo-N-(5-(pyrimidin-4-yloxy)pyridin-2-yl)propanamide BrC(C(=O)NC1=NC=C(C=C1)OC1=NC=NC=C1)C